N-((1r,3r)-3-((5-([1,2,4]triazolo[1,5-a]pyridin-7-yl)-4-methoxy-7H-pyrrolo[2,3-d]pyrimidin-2-yl)amino)-1-methylcyclobutyl)acetamide N=1C=NN2C1C=C(C=C2)C2=CNC=1N=C(N=C(C12)OC)NC1CC(C1)(C)NC(C)=O